(4-((7H-pyrrolo[2,3-D]pyrimidin-4-yl)oxy)phenyl)-3-(4-(trifluoromethyl)phenyl)urea N1=CN=C(C2=C1NC=C2)OC2=CC=C(C=C2)NC(=O)NC2=CC=C(C=C2)C(F)(F)F